N=1C=NN2C1C=CC(=C2)C=2C(=C1CCCC1=CC2)NC(=O)NS(=O)(=O)C=2SC=C(C2)C(C)(C)O N-((5-([1,2,4]triazolo[1,5-a]pyridin-6-yl)-2,3-dihydro-1H-inden-4-yl)carbamoyl)-4-(2-hydroxypropan-2-yl)thiophene-2-sulfonamide